C1(CC1)C=1C=2N(C=C(C1)C(=O)N1[C@@H](C3=CC=CC=C3CC1)C)C(=C(N2)C2=C(C=C(C=C2)N2C[C@H](CC2)C(=O)O)F)C (3S)-1-(4-{8-Cyclopropyl-3-methyl-6-[(1R)-1-methyl-1,2,3,4-tetrahydroisoquinoline-2-carbonyl]imidazo[1,2-a]pyridin-2-yl}-3-fluorophenyl)pyrrolidine-3-carboxylic acid